N1=C(C=CC=C1)SSCCC propyl pyridyl disulfide